COCCOC=1C=C(C=CC1OC1=CC=CC=C1)NC(=O)NC1=CC=C(C=C1)C 1-[3-(2-methoxyethoxy)-4-phenoxyphenyl]-3-(4-methylphenyl)urea